C(C)(C)(C)OC(=O)N[C@H]1C2(CN3N=C(C=C31)C)CCN(CC2)C(=O)OC(C)(C)C tert-butyl (S)-4'-((tert-butoxycarbonyl)amino)-2'-methyl-4'H,6'H-spiro[piperidine-4,5'-pyrrolo[1,2-b]pyrazole]-1-carboxylate